ClC=1N=C(C2=C(N1)C(=C(N=C2)Cl)F)N2C[C@@H](CCC2)NC(OC(C)(C)C)=O tert-butyl (R)-(1-(2,7-dichloro-8-fluoropyrido[4,3-d]pyrimidin-4-yl)piperidin-3-yl)carbamate